C(C)(C)(C)OC(=O)N1C(CCCC1)C#CC1=CC=CC=2N(C(N(C21)C)=O)C2C(NC(CC2)=O)=O [2-[1-(2,6-dioxo-3-piperidinyl)-3-methyl-2-oxo-benzoimidazol-4-yl]ethynyl]piperidine-1-carboxylic acid tert-butyl ester